N1-(5,6,7,8-tetrahydro-quinolin-8-yl)-butane-1,4-diamine N1=CC=CC=2CCCC(C12)NCCCCN